COC1=CC=C2C(=C(N(C2=C1)CC(C(=O)N)(C)C)C1=CC=CC=C1)C(CCC1=CC=CC=C1)=O 3-(6-Methoxy-2-phenyl-3-(3-phenylpropanoyl)-1H-indol-1-yl)-2,2-dimethylpropanamide